ClC1=CC=C(CC2(N=CN(N2)CCl)SC#N)C=C1 5-(4-chlorobenzyl)-2-chloromethyl-1H-1,2,4-triazol-5-yl thiocyanate